CC(C)(C)OC(=O)N1CC(CC1)C(=O)OC 3-(Methoxycarbonyl)tetrahydropyrrole-1-carboxylic acid-2-methylpropan-2-yl ester